N-(2-((R)-4-cyanothiazolidin-3-yl)-2-oxoethyl)-6-((RS)-1-(2-(trifluoromethyl)pyridin-4-yl)-ethyl)quinoline-4-carboxamide C(#N)[C@H]1N(CSC1)C(CNC(=O)C1=CC=NC2=CC=C(C=C12)[C@@H](C)C1=CC(=NC=C1)C(F)(F)F)=O |&1:22|